NC1=NC(=C2N=CN(C2=N1)[C@H]1C[C@H](C1)COP(=O)(OC1=CC=C(C=C1)Br)N[C@@H](C)C(=O)OC)Cl Methyl (((cis-3-(2-amino-6-chloro-9H-purin-9-yl)cyclobutyl)methoxy)(4-bromophenoxy)phosphoryl)-L-alaninate